(S)-5-(2,3-dimethylphenyl)-1-(1-(6-ethoxy-5-methoxypyridin-2-yl)-2-(methylsulfonyl)ethyl)-3-methyl-1H-benzo[d]imidazol-2(3H)-one CC1=C(C=CC=C1C)C1=CC2=C(N(C(N2C)=O)[C@H](CS(=O)(=O)C)C2=NC(=C(C=C2)OC)OCC)C=C1